CC(C)N1N=NC2=C1C=CC(=C2)C2=NOC(=N2)C2=C1CCC(C1=CC=C2)O 4-{3-[1-(propan-2-yl)-1H-1,2,3-benzotriazol-5-yl]-1,2,4-oxadiazol-5-yl}-2,3-dihydro-1H-inden-1-ol